FC=1C=C(C=NC1)NC(OC[C@@H]1OC2=C(C3=C(N=C(S3)C3=C4N=CC(=NC4=CC(=C3)C)OC)C(=C2)C)OC1)=O (R)-(2-(2-methoxy-7-methylquinoxalin-5-yl)-4-methyl-7,8-dihydro-[1,4]dioxino[2',3':3,4]benzo[1,2-d]thiazol-7-yl)methyl (5-fluoropyridin-3-yl)carbamate